N1(CCCC2=CC=CC=C12)C(=O)C=1C=NC=C(C1C)C1=CC=CC=C1 (3,4-dihydro-quinolin-1(2H)-yl)(4-methyl-5-phenylpyridin-3-yl)methanone